hexaanimine platinum dicarbonate C(=O)([O-])OC(=O)[O-].[Pt+2].C(CCCCC)=N